(2S)-2-(2-Chloro-5-fluoro-3-methyl-phenyl)pyrrolidine hydrochloride Cl.ClC1=C(C=C(C=C1C)F)[C@H]1NCCC1